N-(4-(2-(3,5-difluoro-4-(hydroxymethyl)phenyl)propyl)-6-(((R)-1-hydroxy-4-methylpent-2-yl)amino)-1,3,5-triazin-2-yl)methanesulfonamide sodium [Na].FC=1C=C(C=C(C1CO)F)C(CC1=NC(=NC(=N1)N[C@@H](CO)CC(C)C)NS(=O)(=O)C)C